C(C)(C)(C)OC(=O)N[C@H](/C=C/C=1C=C(C=CC1)C#CCCCC(=O)O)CCC(N)=O 6-[3-[(1E,3S)-3-[(tert-butoxycarbonyl)amino]-5-carbamoylpent-1-en-1-yl]phenyl]hex-5-ynoic acid